C1(=CC=CC=C1)N(C1=CC=C(C=C1)C=1C=C2C=3C=C(C=CC3N(C2=CC1)CCCCCC)C=O)C1=CC=CC=C1 6-(4-(diphenylamino)phenyl)-9-hexylcarbazole-3-carbaldehyde